1-(4-((2,4-diamino-pyrimidin-5-yl)oxy)-5-iso-propyl-pyridin-2-yl)phospholane 1-oxide NC1=NC=C(C(=N1)N)OC1=CC(=NC=C1C(C)C)P1(CCCC1)=O